ClC1=CC=C(C=C1)CCN1C(N(C2=CC=CC=C2C1=O)CC1=CC=C(C=C1)C(C(=O)NO)=C)=O (4-((3-(4-chlorophenyl-ethyl)-2,4-dioxo-3,4-dihydroquinazolin-1(2H)-yl)methyl)phenyl)-N-hydroxyacrylamide